OCC(C1COCC1)NC(=O)C=1C=2C[C@@H]3[C@H](C2N(N1)C1=C(C=C(C=C1)F)F)C3 (1aR,5aR)-2-(2,4-Difluoro-phenyl)-1a,2,5,5a-tetrahydro-1H-2,3-diaza-cyclopropa[a]pentalene-4-carboxylic acid [2-hydroxy-1-(tetrahydro-furan-3-yl)-ethyl]-amide